[Er].[Tm] Thulium-erbium